ClC1=C(C(=CC=C1)F)C1=CC(=C(N=N1)C(=O)[O-])NC1=CC=C(C=C1)C(=O)N1CCOCC1 6-(2-chloro-6-fluorophenyl)-4-((4-(morpholine-4-carbonyl)phenyl)amino)pyridazine-3-carboxylate